CC12C(CC(CC1)(O2)C(C)C)OCC2=C(C=CC=C2)C (±)-1-methyl-2-(2-methylbenzyloxy)-4-isopropyl-7-oxa-bicyclo[2.2.1]heptane